CN(CCCNC(CCCCCCCCCCC)=O)C N-(3-dimethylaminopropyl)-lauramide